N-(6-((R)-1-cyanospiro[2.2]pentan-1-yl)isoquinolin-3-yl)-2-methyl-3-(1-methyl-1H-pyrazol-4-yl)cyclopropane-1-carboxamide C(#N)[C@@]1(CC12CC2)C=2C=C1C=C(N=CC1=CC2)NC(=O)C2C(C2C=2C=NN(C2)C)C